3-(9-ethynyl-2-(piperidine-1-carbonyl)-1,2,3,4-tetrahydro-[1,4]diazepino[6,7,1-hi]indol-7-yl)-4-(imidazo[1,2-a]pyridin-3-yl)-1H-pyrrole-2,5-dione C(#C)C=1C=C2C(=CN3C2=C(C1)CN(CC3)C(=O)N3CCCCC3)C=3C(NC(C3C3=CN=C1N3C=CC=C1)=O)=O